FC(C=1C(=C(C=CC1)[C@@H](C)NC1=CC(=NC2=C(C=C(C=C12)N1CCNCC1)OC)C)F)F (R)-N-(1-(3-(difluoromethyl)-2-fluorophenyl)ethyl)-8-methoxy-2-methyl-6-(piperazin-1-yl)quinolin-4-amine